ethyl-2-(2-methoxyethoxy)ethanol C(C)C(COCCOC)O